5-(1-hexen-6-yloxy)carbonylamino-3-(octahydroindolizin-7-yl)-1H-indole C=CCCCCOC(=O)NC=1C=C2C(=CNC2=CC1)C1CCN2CCCC2C1